NC=1C(NC=NC1Cl)=O 5-amino-6-chloro-3H-pyrimidin-4-one